O[C@@H](CN(C[C@@H](CCCCCCCCCC)O)CCN(CCCN(CCNC[C@@H](CCCCCCCCCC)O)C[C@@H](CCCCCCCCCC)O)C[C@@H](CCCCCCCCCC)O)CCCCCCCCCC (11R,25R)-13,16,20-tris((R)-2-hydroxydodecyl)-13,16,20,23-tetraazapentatricontane-11,25-diol